Potassium Hydroxid [OH-].[K+]